CC1=CC=C(COC2=CC=C(CNCC3CCNCC3)C=C2)C=C1 N-{4-[(4-methylbenzyl)oxy]benzyl}-N-(4-PIPERIDINYLMETHYL)amine